[2H]C1(OC2=C(O1)C=CC(=C2)CC(C)O)[2H] 1-(2,2-Dideuterio-1,3-benzodioxol-5-yl)propan-2-ol